C(C)(C)(C)OC(=O)N1C2CC(C3=CC=C(N=C13)C(OC)OC)(C2)N(C2COCC2)C 7-(dimethoxymethyl)-4-(N-methyl-N-(tetrahydrofuran-3-yl)amino)-3,4-dihydro-2,4-methylene-1,8-naphthyridine-1(2H)-carboxylic acid tert-butyl ester